4-(isopropylamino)-2-(methylsulfonyl)pyrimidine-5-carboxamide (2S,3S)-benzyl-2-((((9H-fluoren-9-yl)methoxy)carbonyl)amino)-3-(naphthalen-1-yl)butanoate C(C1=CC=CC=C1)OC([C@H]([C@@H](C)C1=CC=CC2=CC=CC=C12)NC(=O)OCC1C2=CC=CC=C2C=2C=CC=CC12)=O.C(C)(C)NC1=NC(=NC=C1C(=O)N)S(=O)(=O)C